CC(C#C)(C)C=1C(=NC=CC1NC(CC1=C(C=C(C=C1)C(F)(F)F)O)=O)C(=O)N 1,1-Dimethylprop-2-ynyl-4-[[2-[2-hydroxy-4-(trifluoromethyl)phenyl]acetyl]amino]pyridine-2-carboxamide